4-[6-chloro-4-(trifluoromethyl)-2-pyridinyl]piperazine-2-carbonitrile ClC1=CC(=CC(=N1)N1CC(NCC1)C#N)C(F)(F)F